FC=1C=C2C=C(C(=CC2=CC1)C1=CC=CC=C1)C(F)(F)F 6-fluoro-2-phenyl-3-(trifluoromethyl)naphthalene